(E)-5,6-dichloro-1-isopropyl-2-styryl-1H-benzimidazole ClC1=CC2=C(N(C(=N2)\C=C\C2=CC=CC=C2)C(C)C)C=C1Cl